Cl.C(C(C)C)C1NCC=2C=CC(=NC2C1)P(O)(O)=O (7-isobutyl-5,6,7,8-tetrahydro-1,6-naphthyridin-2-yl)Phosphonic Acid Hydrochloride